N[C@H]([C@H](C)N(C([C@@H](CC(=O)OC(C)(C)C)CC1=C(C(=C(C=C1)F)F)F)=O)C)C tert-butyl (R)-4-(((2S,3S)-3-aminobutan-2-yl)(methyl)amino)-4-oxo-3-(2,3,4-trifluorobenzyl)butanoate